2-(4-hydroxyphenyl)-1λ6-thiolane-1,1-dione OC1=CC=C(C=C1)C1S(CCC1)(=O)=O